Cl.FC=1C=C2CC3(CCNCC3)[C@@H](C2=CC1F)N (1S)-5,6-difluorospiro[indane-2,4'-piperidine]-1-amine hydrochloride